2-ethynyltetrahydrofuran-3-yl (1s,4S)-4-butylcyclohexane-1-carboxylate C(CCC)C1CCC(CC1)C(=O)OC1C(OCC1)C#C